N-ethyl-1-(3-(6-(4-(4-methylpiperazin-1-yl)phenyl)furo[3,2-b]pyridin-3-yl)phenyl)methanesulfonamide C(C)NS(=O)(=O)CC1=CC(=CC=C1)C1=COC=2C1=NC=C(C2)C2=CC=C(C=C2)N2CCN(CC2)C